2-((2S,3S,4S)-2-(aminomethyl)-5-chloro-3-hydroxy-2-(2-(trifluoromethoxy)phenyl)-2,3-dihydrobenzofuran-4-yl)-3-fluoro-4-methoxybenzamide NC[C@@]1(OC2=C([C@@H]1O)C(=C(C=C2)Cl)C2=C(C(=O)N)C=CC(=C2F)OC)C2=C(C=CC=C2)OC(F)(F)F